4-n-butyl-cyclohexane-1,2-dicarboxylic acid, dilithium salt [Li+].[Li+].C(CCC)C1CC(C(CC1)C(=O)[O-])C(=O)[O-]